1-methyl-(phenyl-diazenyl)-1H-pyrazole CN1N=C(C=C1)N=NC1=CC=CC=C1